C(C)C(C=CC(N)(CC)CC)(N)CC tetraethyl-2-butene-1,4-diamine